(R)-N-(1-cyanopyrrolidin-3-yl)-2-(3,4-dihydroisoquinolin-2(1H)-yl)isonicotinamide (1r,2R,3r,8S)-tert-butyl-4-formylcubane-1-carboxylate C(C)(C)(C)OC(=O)C12C3C4C5(C3C1C5C24)C=O.C(#N)N2C[C@@H](CC2)NC(C2=CC(=NC=C2)N2CC4=CC=CC=C4CC2)=O